CN1N=NN=C1NC(C1=CN=CC=C1)=O N-(1-methyl-1H-tetrazol-5-yl)nicotinamide